COC1=C(C=CC(=C1)N1CCNCC1)C1=CC(=CC2=C1N=C(S2)C=2CN(CCC2)C(CCC=2SC=CN2)=O)C(=O)N(C)C 4-(2-Methoxy-4-(piperazin-1-yl)phenyl)-N,N-dimethyl-2-(1-(3-(thiazol-2-yl)propanoyl)-1,2,5,6-tetrahydropyridin-3-yl)benzo[d]thiazole-6-carboxamide